C1=CC=CC=2C3=CC=CC=C3N(C12)C1=CC=C(C=C1)C1=C(C=CC=C1)NC1=CC=C(C=C1)C1=CC=CC2=CC=CC=C12 (4-(9H-carbazol-9-yl)phenyl)-N-[4-(1-naphthalenyl)phenyl]benzenamine